3-(2-chloro-N-(2,2-difluoro-2-(1,4,8-trioxaspiro[4.5]dec-7-yl)ethyl)acetamido)-5-(trifluoromethyl)benzofuran-2-carboxylic acid methyl ester COC(=O)C=1OC2=C(C1N(C(CCl)=O)CC(C1CC3(OCCO3)CCO1)(F)F)C=C(C=C2)C(F)(F)F